4-(2-(4-acrylamidophenyl)-4-amino-7-cyano-1-methyl-1H-pyrrolo[3,2-c]pyridin-3-yl)-2-methoxy-N-(2,2,2-trifluoroethyl)benzamide C(C=C)(=O)NC1=CC=C(C=C1)C1=C(C=2C(=NC=C(C2N1C)C#N)N)C1=CC(=C(C(=O)NCC(F)(F)F)C=C1)OC